2-oxa-hexyl-boric acid C(OCCCC)OB(O)O